2-(6-amino-4-(2-(furan-2-carbonyl)hydrazino)-1H-pyrazolo[3,4-d]pyrimidin-1-yl)-2-(3-methoxyphenyl)propionic acid methyl ester COC(C(C)(C1=CC(=CC=C1)OC)N1N=CC=2C1=NC(=NC2NNC(=O)C=2OC=CC2)N)=O